BrC=1C(=C(C=NC1)N)N 5-bromopyridine-3,4-diamine